NC=1N=C(SC1C(C1=CC=C(C=C1)OC(F)F)=O)N(C1=C(C=C(C=C1)Cl)F)[C@@H](C(=O)N)C (R)-2-(N-[4-amino-5-[4-(difluoromethoxy)benzoyl]thiazol-2-yl]-4-chloro-2-fluoro-anilino)propanamide